CN(CC=CC(=O)N1C2C(N(CC1CC2)C=2SC(=CN2)C)=O)C 8-(4-(dimethylamino)but-2-enoyl)-3-(5-methylthiazol-2-yl)-3,8-diazabicyclo[3.2.1]octan-2-one